(2s,4s)-8-(4-chloro-2-fluorophenyl)-2-(2-hydroxypropan-2-yl)-5-(4-(trifluoromethyl)benzyl)-5,8-diazaspiro[3.5]nonane-6,9-dione ClC1=CC(=C(C=C1)N1CC(N(C2(CC(C2)C(C)(C)O)C1=O)CC1=CC=C(C=C1)C(F)(F)F)=O)F